C(CCC)C1=C(C(O)=CC=C1)O butylcatechol